N-[4-(Methoxymethyl)-1-(2-thiofuran-2-ylethyl)-4-piperidyl]-N-phenylpropanamide COCC1(CCN(CC1)CCC=1SC=CC1)N(C(CC)=O)C1=CC=CC=C1